4-{4-[4-(4-tert-Butyl-piperidin-1-ylmethyl)-benzyloxy]-1-oxo-1,3-dihydro-isoindol-2-yl}-4-carbamoyl-butyric acid methyl ester COC(CCC(C(N)=O)N1C(C2=CC=CC(=C2C1)OCC1=CC=C(C=C1)CN1CCC(CC1)C(C)(C)C)=O)=O